(R)-((2R,5R)-5-(4-Chlorobenzyl)pyrrolidin-2-yl)(3-fluorophenyl)methanol hydrochloride Cl.ClC1=CC=C(C[C@H]2CC[C@@H](N2)[C@H](O)C2=CC(=CC=C2)F)C=C1